NC1=C2C(=NC=N1)NN=C2C2=CC=C(CNC1=C(C(=O)NCC3=CC(=C(C=C3)F)F)C=C(C=N1)C(F)(F)F)C=C2 2-[4-(4-Amino-1H-pyrazolo[3,4-d]pyrimidin-3-yl)-benzylamino]-N-(3,4-difluoro-benzyl)-5-trifluoromethyl-nicotinamide